C(C1=CC=CC=C1)S(=O)(=O)C=1C=C(C=CC1)O 3-(benzylsulfonyl)phenol